ethyl 2,3,4,5-tetrafluorobenzoate ethyl-3-fluoro-4-cyanobenzoate C(C)OC(C1=CC(=C(C=C1)C#N)F)=O.FC1=C(C(=O)OCC)C=C(C(=C1F)F)F